4-((5-(((6-Amino-3-fluoropyridin-2-yl)methoxy)methyl)-3-(1-cyclopropyl-1H-1,2,4-triazol-3-yl)-2-methoxyphenyl)amino)-6-chloro-N-(methyl-d3)pyridazine-3-carboxamide NC1=CC=C(C(=N1)COCC=1C=C(C(=C(C1)NC1=C(N=NC(=C1)Cl)C(=O)NC([2H])([2H])[2H])OC)C1=NN(C=N1)C1CC1)F